ClC1=C2C[C@@H]([C@H](C2=CC(=C1)Cl)OC1=C(C=CC=C1)C)N1CCN(CC1)C 4-[[(1S,2S)-4,6-dichloro-2-(4-methylpiperazin-1-yl)-2,3-dihydro-1H-inden-1-yl]oxy]-3-methylbenzene